C(#N)C=1C(=C(C(=NC1)C(=O)NC=1C=C2C(=NNC2=CC1)F)C)C 5-cyano-N-(3-fluoro-1H-indazol-5-yl)-3,4-dimethylpicolinamide